5-bromo-2-chloro-7-fluoro-3-iodoquinoline BrC1=C2C=C(C(=NC2=CC(=C1)F)Cl)I